6-cyclopropaneamido-4-{[2-methoxy-3-(piperidin-3-yloxy)phenyl]amino}-N-(2H3)methylpyridazine-3-carboxamide C1(CC1)C(=O)NC1=CC(=C(N=N1)C(=O)NC([2H])([2H])[2H])NC1=C(C(=CC=C1)OC1CNCCC1)OC